ClC1=C(C=C(C=C1)[C@@H]1N(OCC1)C1=CC(=NC=N1)NC=1C(=CC(=C(C1)NC(C=C)=O)N1CCC(CC1)N1CCN(CC1)CC)OC)F N-(5-((6-((R)-3-(4-chloro-3-fluorophenyl)-isoxazolidine-2-yl)-pyrimidine-4-yl)amino)-2-(4-(4-ethylpiperazine-1-yl)piperidine-1-yl)-4-methoxyphenyl)acrylamide